BrC=1C=C(C=CC1)OC1=C(C=2C(=NC=CN2)N=C1)C(=O)NCC(F)(F)C1=C(C=C(C=C1)C)C 7-(3-bromophenyloxy)-N-[2-(2,4-dimethylphenyl)-2,2-difluoroethyl]pyrido[2,3-b]pyrazine-8-carboxamide